COC(C(C)C1=CC(=C(C(=C1)C(C)(C)C)O)C(C)(C)C)=O 3,5-di-tert-butyl-4-hydroxyphenylpropionic acid methyl ester